6-bromo-4-((1,3-dioxoisoindol-2-yl)methyl)-1-oxo-8-((2-(trimethylsilyl)ethoxy)methoxy)phthalazine BrC=1C=C2C(=NNC(C2=C(C1)OCOCC[Si](C)(C)C)=O)CN1C(C2=CC=CC=C2C1=O)=O